4-{[(2R)-2-Bromobutanoyl]amino}-2-fluorobenzamid Br[C@@H](C(=O)NC1=CC(=C(C(=O)N)C=C1)F)CC